(4,4'-di-tert-butyl-2,2'-bipyridine) hexafluorophosphate F[P-](F)(F)(F)(F)F.C(C)(C)(C)C1=CC(=NC=C1)C1=NC=CC(=C1)C(C)(C)C